5-cyano-N-[2-[4-(hydroxymethyl)cyclohexyl]-5-(1-hydroxy-1-methyl-ethyl)-1,3-benzothiazol-6-yl]pyridine-3-carboxamide C(#N)C=1C=C(C=NC1)C(=O)NC1=CC2=C(N=C(S2)C2CCC(CC2)CO)C=C1C(C)(C)O